ClC1=C(C=C(C=C1)C1=CN(C2=NC(=CC=C21)C(=O)N2C(CN(CC2)C2=NC(=C(C(=O)O)C(=C2)C)C)(C)C)C(COC)COC)F 6-(4-(3-(4-chloro-3-fluorophenyl)-1-(1,3-dimethoxypropan-2-yl)-1H-pyrrolo[2,3-b]pyridine-6-carbonyl)-3,3-dimethylpiperazin-1-yl)-2,4-dimethylnicotinic acid